vanadium-titanium water O.[Ti].[V]